C1(=CC=CC=C1)C1=CC=C2C3=C1C(NC(C3=CC=C2)=O)=O 4-Phenyl-benzo[de]isoquinoline-1,3-dione